4-methyl-1H-imidazole-2-carboxaldehyde CC=1N=C(NC1)C=O